FC=1C(NC(N(C1)C1(CO)[C@@H](O)[C@H](O[C@H]2[C@H](O)[C@@H](O)[C@@H](O)[C@H](O2)CO)[C@H](O1)CO)=O)=O 5-fluoro-1-[4-O-(β-D-galactopyranosyl)-D-fructofuranosyl]pyrimidine-2,4(1H,3H)-dione